2,2'-dimethylbiphenyl-6,6'-dicarboxylic acid CC1=C(C(=CC=C1)C(=O)O)C1=C(C=CC=C1C(=O)O)C